F[C@H](CN1N=NC(=C1)C(=O)NCC1=NC=CC(=C1)C(F)(F)F)CCC=1SC(=NN1)NC(CC1=NC=CC=C1)=O (S)-1-(2-fluoro-4-(5-(2-(pyridin-2-yl)acetamido)-1,3,4-thiadiazol-2-yl)butyl)-N-((4-(trifluoromethyl)pyridin-2-yl)methyl)-1H-1,2,3-triazole-4-carboxamide